CN(C)CCCBr.Br 3-bromo-N,N-dimethylpropan-1-amine hydrobromide